C12(CC3CC(CC(C1)C3)C2)CN2N=CC(=C2C)C2=C(C=3N(C=C2)C(=CN3)C=3N=NC(=C(C3)C)NC3=NC=NC=C3)C(=O)OC methyl 7-(1-(adamantan-1-ylmethyl)-5-methyl-1H-pyrazol-4-yl)-3-(5-methyl-6-(pyrimidin-4-ylamino)pyridazin-3-yl)imidazo[1,2-a]pyridine-8-carboxylate